N-(2-(((1-(methylsulfonyl)pyrrolidin-3-yl)methyl)amino)-2-oxoethyl)acrylamide CS(=O)(=O)N1CC(CC1)CNC(CNC(C=C)=O)=O